C(C1=CC=CC=C1)(=O)O[C@@H]1C[C@H]([C@@H](OC1O)C)OC(C1=CC=CC=C1)=O benzoic acid (2s,3r,5r)-5-(benzoyloxy)-6-hydroxy-2-methyl-oxan-3-yl ester